C(=C)C1=CC=C(C=C1)C=CC1=CC2=C(C=C2)C=C1 1-(4-vinylphenyl)-2-(4-benzocyclobutenyl)ethylene